CN(CCOCCOCC=1N=C(SC1)N(CC1=CC(=CC=C1)OC)CC1=CC(=CC=C1)OC)C 4-((2-(2-(dimethylamino)ethoxy)ethoxy)methyl)-N,N-bis(3-methoxybenzyl)thiazol-2-amine